BrC=1C(=NN(C1)C1=C(C=C(C=C1)N1CC(N(CC1)C(=O)OC(C)(C)C)(C)C)F)C1=CC=NC=C1 tert-butyl 4-{4-[4-bromo-3-(pyridin-4-yl)pyrazol-1-yl]-3-fluorophenyl}-2,2-dimethylpiperazine-1-carboxylate